COC=1C=C(C=CC1OC)C1OC2=C(C(C1)=O)C=CC(=C2)O 2-(3,4-Dimethoxyphenyl)-2,3-dihydro-7-hydroxy-4H-1-benzopyran-4-one